triphenylsulfonium 4-((heptyloxy)carbonyl)-2-hydroxybenzenesulfonate C(CCCCCC)OC(=O)C1=CC(=C(C=C1)S(=O)(=O)[O-])O.C1(=CC=CC=C1)[S+](C1=CC=CC=C1)C1=CC=CC=C1